Nα-Fmoc-glutamic acid C(=O)(OCC1C2=CC=CC=C2C2=CC=CC=C12)N[C@@H](CCC(=O)O)C(=O)O